ClC1=C(C=C(C=C1)N(C(=O)C1N(NC(C1)=O)C1=NC(=CC(=N1)C(F)(F)F)C#C[Si](C(C)C)(C(C)C)C(C)C)C)C N-(4-chloro-3-methylphenyl)-N-methyl-5-oxo-2-(4-(trifluoromethyl)-6-((triisopropylsilyl)ethynyl)pyrimidin-2-yl)pyrazolidine-3-carboxamide